ClC1=C(OC=2C=C3CCN(CC3=CC2)CC2=CC=C(C=C2)C(F)(F)F)C(=CC(=C1)[N+](=O)[O-])Cl 6-(2,6-Dichloro-4-nitrophenoxy)-2-(4-(trifluoromethyl)benzyl)-3,4-dihydroisoquinoline